ClC(=C(C(=C(Cl)Cl)Cl)Cl)Cl 1,1,2,3,4,4-hexachloro-1,3-butadiene